(S)-N-(5-(3-(dimethylamino)pyrrolidin-1-yl)pyridin-2-yl)-5-fluoro-4-(4-fluoro-1-isopropyl-2-methyl-1H-benzo[d]imidazol-6-yl)pyrimidin-2-amine CN([C@@H]1CN(CC1)C=1C=CC(=NC1)NC1=NC=C(C(=N1)C=1C=C(C2=C(N(C(=N2)C)C(C)C)C1)F)F)C